C(C)(C)(C)CN(C(O)=O)C1CCC(CC1)CC#N.NC=1C2=C(N=CN1)N(C=C2)C2(C(C(=CC2)C(C)OC2=CC=C1C=CC(=NC1=C2)NC)O)O 4-Amino-7H-pyrrolo[2,3-d]pyrimidin-7-yl-3-(1-((2-(methylamino)quinolin-7-yl)oxy)ethyl)cyclopent-3-ene-1,2-diol tert-Butyl-((1r,4r)-4-(cyanomethyl)cyclohexyl)(methyl)carbamate